N-((1R,3S)-3-((5-chloro-4-(7-fluoro-3-isopropyl-2-methyl-2H-indazol-5-yl)pyridin-2-yl)carbamoyl)cyclohexyl)bicyclo[1.1.1]pentane-1-carboxamide ClC=1C(=CC(=NC1)NC(=O)[C@@H]1C[C@@H](CCC1)NC(=O)C12CC(C1)C2)C2=CC1=C(N(N=C1C(=C2)F)C)C(C)C